OC1=C2C(C=C(OC2=CC(=C1CC=C(C)C)O)OC1=CC=C(C=C1)O)=O 5,7-dihydroxy-2-(p-hydroxyphenoxy)-6-prenylchromone